CC(C)CCC[C@@H](C)[C@H]1CC[C@H]2[C@@H]3CC=C4CCCC[C@]4(C)[C@H]3CC[C@]12C cholest-5(6)-en